O1C(=CC=C1)N1C=CC2=C1N=CN=C2N2CCC(CC2)CNC(OC(C)(C)C)=O tert-butyl ((1-(7-(furan-2-yl)-7H-pyrrolo[2,3-d]pyrimidin-4-yl)piperidin-4-yl)methyl)carbamate